6-(2-chloro-4-((3-(1,1,1-trifluoro-2-hydroxypropan-2-yl)piperazin-1-yl)sulfonyl)phenyl)-3-fluoropyridinecarbonitrile ClC1=C(C=CC(=C1)S(=O)(=O)N1CC(NCC1)C(C(F)(F)F)(C)O)C1=CC=C(C(=N1)C#N)F